Cl.Cl.Cl.N1C(=NC2=C1C=CC=C2)CNCCC=2SC=C(N2)C(=O)NCC2=NC=CC=C2C 2-{2-[(1H-1,3-Benzodiazol-2-ylmethyl)amino]ethyl}-N-[(3-methylpyridin-2-yl)methyl]-1,3-thiazole-4-carboxamide trihydrochloride